2-(p-fluorophenoxy)acetyl chloride FC1=CC=C(OCC(=O)Cl)C=C1